ClC=1C=C2C=CN(C2=C(C1)C1=NC=NN2C1=CC(=C2)CN2C(N(C=CC2=O)C(C)C)=O)CC2(CCNCC2)F 3-((4-(5-chloro-1-((4-fluoropiperidin-4-yl)methyl)-1H-indol-7-yl)pyrrolo[2,1-f][1,2,4]triazin-6-yl)methyl)-1-isopropylpyrimidine-2,4(1H,3H)-dione